Cl.C(C)(C)(C)C1=CC=C(CN2CCC(CC2)N2C(=NC3=C2C=CC(=C3)F)C(F)(F)F)C=C1 1-(1-(4-(tert-butyl)benzyl)piperidin-4-yl)-5-fluoro-2-(trifluoromethyl)-1H-benzo[d]imidazole hydrochloride